N-(1H-benzimidazol-2-ylmethyl)-8-(2,2-difluoroethyl)-2-(morpholin-4-yl)pyrazolo[1,5-a][1,3,5]triazin-4-amine trifluoroacetate FC(C(=O)O)(F)F.N1C(=NC2=C1C=CC=C2)CNC2=NC(=NC=1N2N=CC1CC(F)F)N1CCOCC1